tert-butyl-4-[7-benzyl-2-[2-(dimethylamino)ethoxy]-6,8-dihydro-5H-pyrido[3,4-d]pyrimidin-4-yl]-2-[2-[tert-butyl(diphenyl)silyl]oxyethyl]piperazine-1-carboxylate C(C)(C)(C)OC(=O)N1C(CN(CC1)C=1C2=C(N=C(N1)OCCN(C)C)CN(CC2)CC2=CC=CC=C2)CCO[Si](C2=CC=CC=C2)(C2=CC=CC=C2)C(C)(C)C